((oxazol-4-ylmethyl)thio)ethan-1-one O1C=NC(=C1)CSC(C)=O